C(=O)OCC(C1=CC=CC=C1)=O 2-oxo-2-phenylethyl formate